4-((3,5-di-tert-butyl-4-oxocyclohexane-2,5-diene-1-ylidene)methyl)benzonitrile C(C)(C)(C)C1=CC(C=C(C1=O)C(C)(C)C)=CC1=CC=C(C#N)C=C1